FC=1C=CC(=C(OC2=C(C=CC=C2)C(CNC(OC(C)(C)C)=O)O)C1)O tert-butyl (2-(2-(5-fluoro-2-hydroxyphenoxy)phenyl)-2-hydroxyethyl)carbamate